tert-butyl (S)-4-(2,4-difluoro-5-(2-(methylsulfinyl)ethoxy)phenyl)-piperazine-1-carboxylate FC1=C(C=C(C(=C1)F)OCC[S@@](=O)C)N1CCN(CC1)C(=O)OC(C)(C)C